2-((S)-7-(tert-butoxycarbonyl)-4-oxo-1-oxa-3,7-diazaspiro[4.4]nonan-3-yl)-3-methylbutanoic acid C(C)(C)(C)OC(=O)N1C[C@]2(C(N(CO2)C(C(=O)O)C(C)C)=O)CC1